1-(benzenesulfonyl)-5-(4-fluorophenyl)-6-tetrahydropyran-4-yl-7-(4,4,5,5-tetramethyl-1,3,2-dioxaborolan-2-yl)pyrrolo[2,3-f]indazole C1(=CC=CC=C1)S(=O)(=O)N1N=CC2=CC3=C(C=C12)C(=C(N3C3=CC=C(C=C3)F)C3CCOCC3)B3OC(C(O3)(C)C)(C)C